N-(4-amino-3-fluorophenyl)-2-(4-isopropyl-1H-1,2,3-triazol-1-yl)acetamide NC1=C(C=C(C=C1)NC(CN1N=NC(=C1)C(C)C)=O)F